(2-vinyl)pyridine C(=C)C1=NC=CC=C1